tetrahydroimidazo[1,2-a:4,5-c']dipyridin-7-amine C1NCCC2=C1N=C1N2C=C(C=C1)N